C(C)(=O)N(C(=O)C=1C=C(C=CC1Cl)C=1C=NN(C1)C1=C(C(=NN1C)OS(=O)(=O)C(C(F)(F)F)(C(F)(F)F)F)C(F)(F)F)C1(CC1)C#N [5-[4-[3-[acetyl-(1-cyanocyclopropyl)carbamoyl]-4-chloro-phenyl]pyrazol-1-yl]-1-methyl-4-(trifluoromethyl)pyrazol-3-yl]1,1,1,2,3,3,3-heptafluoropropane-2-sulfonate